N=1NC(N2C1C=CC=C2)=O s-triazolo-[4,3-a]-pyridin-3-one